6-NITROPICOLINALDEHYDE [N+](=O)([O-])C1=CC=CC(=N1)C=O